[Si](C1=CC=CC=C1)(C1=CC=CC=C1)(C(C)(C)C)OCC1CCC(CO1)OS(=O)(=O)C methanesulfonic acid [6-[[tert-butyl (diphenyl) silyl] oxymethyl] tetrahydropyran-3-yl] ester